(R)-2-Amino-3-(1H-indol-3-yl)propyl-6-(2-(4-fluoro-3-methylphenyl)pyridin-3-yl)imidazo[1,5-a]pyridin-3-carboxylat N[C@@H](COC(=O)C1=NC=C2N1C=C(C=C2)C=2C(=NC=CC2)C2=CC(=C(C=C2)F)C)CC2=CNC1=CC=CC=C21